O[C@H]1[C@@](COC1)(C)N1CCC(CC1)C=1C=C2C=C(N=CC2=CC1C)NC(=O)[C@H]1[C@@H](C1)C1=NC=CC=C1 (1R,2R)-N-(6-(1-((3S,4S)-4-hydroxy-3-methyltetrahydrofuran-3-yl)piperidin-4-yl)-7-methylisoquinolin-3-yl)-2-(pyridin-2-yl)cyclopropane-1-carboxamide